5-bromo-3,4-dihydroquinoxalin-2(1H)-one BrC1=C2NCC(NC2=CC=C1)=O